ClC=1C=CC(=NC1)N1N=C(C=C1O)C(=O)NC1=CC(=CC=C1)CCO 1-(5-chloropyridin-2-yl)-5-hydroxy-N-(3-(2-hydroxyethyl)phenyl)-1H-pyrazole-3-carboxamide